(2R)-4-[(2R)-3-(3,4-dihydro-1H-isoquinolin-2-yl)-2-hydroxypropyl]-2-methyl-8-(2-oxa-7-azaspiro[3.5]non-7-ylmethyl)-2,3-dihydro-1,4-benzoxazepin-5-one C1N(CCC2=CC=CC=C12)C[C@H](CN1C[C@H](OC2=C(C1=O)C=CC(=C2)CN2CCC1(COC1)CC2)C)O